N[C@@H](C(=O)NC1(CCN(CC1)C1=NC=C(C=C1)C=1C=2N(C=C(C1)OCC)N=CC2C#N)CC2=NC=CC=C2)C(C)C (R)-2-amino-N-(1-(5-(3-cyano-6-ethoxypyrazolo[1,5-a]pyridin-4-yl)pyridin-2-yl)-4-(pyridin-2-ylmethyl)piperidin-4-yl)-3-methylbutanamide